C(C=C)C=CCP(OC(C#C)(C)C)([O-])=O (1,1-dimethyl-2-propynyl) (2-propenyl)2-propenylphosphonate